heptadecane-9-yl 4-((3-(1H-imidazol-1-yl)propyl)amino)-2-(((3-((2-ethylhexyl)oxy)-3-oxopropyl)thio)methyl)-4-oxobutanoate N1(C=NC=C1)CCCNC(CC(C(=O)OC(CCCCCCCC)CCCCCCCC)CSCCC(=O)OCC(CCCC)CC)=O